2,4-dibromobenzoyl bromide BrC1=C(C(=O)Br)C=CC(=C1)Br